4-amino-7-fluoro-N-(2-fluoro-4-(1-(pyridin-2-yl)-1H-pyrazol-4-yl)benzyl)-N-isopropylimidazo[1,5-a]quinoxaline-8-carboxamide NC=1C=2N(C3=CC(=C(C=C3N1)F)C(=O)N(C(C)C)CC1=C(C=C(C=C1)C=1C=NN(C1)C1=NC=CC=C1)F)C=NC2